OC1=C(C(OC(=C1)C(CC/C=C/C(=O)OC)C)=O)C(CC)=O methyl (E)-6-(4-hydroxy-2-oxo-3-propionyl-2H-pyran-6-yl)hept-2-enoate